NC1=NC(=CC(=[N+]1[O-])N)N1CCCCC1 2,4-diamino-6-piperidinyl-pyrimidine-3-oxide